N-(4-((4-(2,4-difluorobenzyloxy)-3-bromo-6-methyl-2-oxopyridin-1(2H)-yl)methyl)benzyl)-1-hydroxycyclopropanecarboxamide FC1=C(COC2=C(C(N(C(=C2)C)CC2=CC=C(CNC(=O)C3(CC3)O)C=C2)=O)Br)C=CC(=C1)F